(S)-1-((S)-6,7-dihydro-4H-thieno[3,2-c]pyran-4-yl)ethylamine S1C=CC=2[C@H](OCCC21)[C@H](C)N